n-nonadecanone CC(CCCCCCCCCCCCCCCCC)=O